C(C)OC(=O)C=1N=C(OC1C1=CC(=CC=C1)OC(F)(F)F)C1=CC=C(C=C1)C(F)(F)F 5-(3-(trifluoromethoxy)phenyl)-2-(4-(trifluoromethyl)phenyl)Oxazole-4-carboxylic acid ethyl ester